N=1C=NN2C1C=CC(=C2)C2=CNC=1N=C(N=CC12)NCC1(CC1)C 5-([1,2,4]triazolo[1,5-a]pyridin-6-yl)-N-((1-methylcyclopropyl)methyl)-7H-pyrrolo[2,3-d]pyrimidin-2-amine